FC=1C=2N(C=C(C1)NC(=O)C1=CC=C(C3=CN(N=C13)C(COS(=O)(=O)C)C)N1CCN(CC1)C(=O)OC(C)(C)C)C=C(N2)C tert-butyl 4-[7-({8-fluoro-2-methylimidazo[1,2-a]pyridin-6-yl} carbamoyl)-2-[1-(methanesulfonyloxy)propan-2-yl]indazol-4-yl]piperazine-1-carboxylate